NC1=C(SC(=C1)C1=CC(=CC=C1)F)C(=O)NC1CCCCC1 3-amino-N-cyclohexyl-5-(3-fluorophenyl)-thiophene-2-carboxamide